methylpentenyl-coa CC(=CCCC)SCCNC(CCNC([C@@H](C(COP(OP(OC[C@@H]1[C@H]([C@H]([C@@H](O1)N1C=NC=2C(N)=NC=NC12)O)OP(=O)(O)O)(=O)O)(=O)O)(C)C)O)=O)=O